OC(COC(COCC(=O)[O-])=O)CO 2-(2-(2,3-dihydroxypropoxy)-2-oxoethoxy)acetate